(R)-N-(4-cyclobutyl-1-methyl-3-(2,3,5-trifluorobenzyl)-1H-pyrazol-5-yl)-2-(2,2,3,3-tetrafluorocyclobutyl)acetamide C1(CCC1)C=1C(=NN(C1NC(C[C@H]1C(C(C1)(F)F)(F)F)=O)C)CC1=C(C(=CC(=C1)F)F)F